C1N(CCC12CCCC2)C(CN(C(C#C)=O)CC(C2=CC=CC=C2)C2=CC=CC=C2)=O N-[2-(2-Azaspiro[4.4]nonan-2-yl)-2-oxo-ethyl]-N-(2,2-diphenylethyl)prop-2-ynamide